(R)-(1-methylpyrrolidin-2-yl)methyl (6-methyl-5-(2-(1-methyl-1H-pyrazol-4-yl)pyrazolo[5,1-b]thiazole-7-carboxamido)pyridin-3-yl)carbamate CC1=C(C=C(C=N1)NC(OC[C@@H]1N(CCC1)C)=O)NC(=O)C=1C=NN2C1SC(=C2)C=2C=NN(C2)C